C(C)OC(=O)C=1SC(=C(N1)C)OC1=C(C=C(C=C1)N1N=CN(C1=O)CC1=C(C=CC=C1F)F)F 5-(4-(4-(2,6-difluorobenzyl)-5-oxo-4,5-dihydro-1H-1,2,4-triazol-1-yl)-2-fluorophenoxy)-4-methylthiazole-2-carboxylic acid ethyl ester